6-chloro-3-(methoxycarbonyl)pyridazine ClC1=CC=C(N=N1)C(=O)OC